BrC1=C(C=C(C(=O)NC2=CC(=C(C=C2)Br)OC)C=C1F)F 4-bromo-N-(4-bromo-3-methoxy-phenyl)-3,5-difluoro-benzamide